C(C=C)C1=C2C(N3C(=NC2=CC=C1O)CCCCC3)=O 1-allyl-2-hydroxy-7,8,9,10-tetrahydroazepino[2,1-b]quinazolin-12(6H)-one